4-fluorobenzene-1-carbaldehyde FC1=CC=C(C=C1)C=O